9-methoxy-N-{3-meth-oxy-4-[3-(pyrrolidin-1-yl)propyl]phenyl}-6,6-dimethyl-5H,6H-benzo[h]quinazolin-2-amine COC1=CC2=C(C(CC=3C=NC(=NC23)NC2=CC(=C(C=C2)CCCN2CCCC2)OC)(C)C)C=C1